F[C@@H]1[C@@H](CCC1)NCC1=CC(=C2CNC(C2=C1)=O)C(F)(F)F 6-({[(1R,2S)-2-Fluorocyclopentyl]amino}methyl)-4-(trifluoromethyl)-2,3-dihydroisoindol-1-one